4-(3-methoxy-4-nitrophenyl)-1,4-azaphosphinane 4-oxide COC=1C=C(C=CC1[N+](=O)[O-])P1(CCNCC1)=O